2-{3-[4-(Pyrrolidin-1-yl)butyl]ureido}-4,5,6,7-tetrahydrothieno[2,3-c]pyridine-3-carboxamide hydrochloride Cl.N1(CCCC1)CCCCNC(NC1=C(C2=C(CNCC2)S1)C(=O)N)=O